C(C1=CC=CC=C1)N1CC=2C(N(C=3N=CC=CC3C2CC1)CC1=C(C=CC=C1)Br)=O 3-Benzyl-6-(2-bromobenzyl)-2,3,4,6-tetrahydropyrido[3,4-c][1,8]naphthyridine-5(1H)-one